CC=1C=C2C(=C(C(NC2=NC1)=O)C(\C=C\C=1C=NC=CC1)=O)C1=CC=CC=C1 6-methyl-4-phenyl-3-[(2E)-3-(pyridin-3-yl)prop-2-enoyl]-1,2-dihydro-1,8-naphthyridin-2-one